(2S,4R)-4-(difluoromethoxy)-1-((4-phenoxybenzoyl)glycyl)-N-((R)-1-(4-(4,4,5,5-tetramethyl-1,3,2-dioxaborolan-2-yl)thiophen-2-yl)ethyl)pyrrolidine-2-carboxamide FC(O[C@@H]1C[C@H](N(C1)C(CNC(C1=CC=C(C=C1)OC1=CC=CC=C1)=O)=O)C(=O)N[C@H](C)C=1SC=C(C1)B1OC(C(O1)(C)C)(C)C)F